CC1CCC(C(C1)C)=C1C(C(=CC=C1)O)=C1CCC(CC1C)C bis(4,6-dimethyl-cyclohexylidene)phenol